C(C1=CC=CC=C1)OC(=O)C=1C=C(C=CC1)C1=CC=C(C=C1)OCC(NCCOCCOCCOCCOCCC(=O)O)=O 1-((3'-((benzyloxy)carbonyl)-[1,1'-biphenyl]-4-yl)oxy)-2-oxo-6,9,12,15-tetraoxa-3-azaoctadecane-18-oic acid